methylenebis(2-methyl-cyclohexane-4,1-diyl) bis-DL-aspartate N[C@@H](CC(=O)[O-])C(=O)OC1C(CC(CC1)CC1CC(C(CC1)OC([C@@H](N)CC(=O)[O-])=O)C)C |r|